4-(chloromethyl)-6-methyl-pyrimidine ClCC1=NC=NC(=C1)C